hydroxylAluminum O[Al]